12-monohydroxystearic acid OC(CCCCCCCCCCC(=O)O)CCCCCC